OCCN1CCN(CC1)C(CSC=1N(C(C2=C(N1)SC(=C2C)C)=O)C2=CC=CC=C2)=O 2-({2-[4-(2-hydroxyethyl)-1-piperazinyl]-2-oxoethyl}thio)-5,6-dimethyl-3-phenyl-thieno[2,3-d]pyrimidin-4(3H)-one